(4S)-5,5-difluoro-3-methanesulfonyl-1-(oxazolidin-4-yloxy)-4H,5H,6H-cyclopenta[c]thiophen-4-ol FC1([C@H](C=2C(=C(SC2S(=O)(=O)C)OC2NCOC2)C1)O)F